2-(2-(1-(Cyclopropylsulfonyl)-1H-pyrazol-4-yl)pyrimidin-4-yl)-N4-isopropyl-5-((1-methyl-1H-pyrazol-4-yl)ethynyl)pyridine-2,4-diamine C1(CC1)S(=O)(=O)N1N=CC(=C1)C1=NC=CC(=N1)C1(NC=C(C(=C1)NC(C)C)C#CC=1C=NN(C1)C)N